4-ethyl-benzene potassium [K].C(C)C1=CC=CC=C1